(3R,6R)-1-N-BOC-6-methylpiperazine-3-carboxylic acid methyl ester COC(=O)[C@H]1CN([C@@H](CN1)C)C(=O)OC(C)(C)C